COC1(C(C=CC=C1)\C=C\C1=CC=CC=C1)O (E)-1-methoxy-2-styrylphenol